CC=1N=C(NC1C)C1=NC=CC(=C1)C=1C=NC=C(C1)C(=O)N1CC(C1)C#N 1-(2'-(4,5-Dimethyl-1H-imidazol-2-yl)-3,4'-bipyridin-5-carbonyl)azetidin-3-carbonitril